C1(C(C(CCC1)CCC#N)CCC#N)CCC#N 3,3',3''-(cyclohexane-1,2,3-triyl)tripropionitrile